N[C@@H](C)C1=C(C=C(C=C1)C1=C(N=CS1)C)O (S)-2-(1-aminoethyl)-5-(4-methylthiazol-5-yl)phenol